3-(4-fluorophenoxy)-N-(3-methyl-4-(pyrimidin-5-yloxy)phenyl)cyclobutane-1-carboxamide FC1=CC=C(OC2CC(C2)C(=O)NC2=CC(=C(C=C2)OC=2C=NC=NC2)C)C=C1